(2-([(4-METHOXYPHENYL)SULFANYL]METHYL)PHENYL)BORANEDIOL COC1=CC=C(C=C1)SCC1=C(C=CC=C1)B(O)O